4-(4-amino-1-isopropyl-7-((1r,4r)-4-morpholinylcyclohexyl)-1H-pyrazolo[4,3-c]pyridin-3-yl)-2,5-difluorobenzenesulfonamide NC1=NC=C(C2=C1C(=NN2C(C)C)C2=CC(=C(C=C2F)S(=O)(=O)N)F)C2CCC(CC2)N2CCOCC2